2-(2,6-dioxopiperidin-3-yl)-5-(4-((1-(2-(4-(1-(4-hydroxyphenyl)-2-phenylbut-1-en-1-yl)phenoxy)ethyl)piperidin-4-yl)methyl)-2,6-dimethylpiperazin-1-yl)isoindoline-1,3-dione O=C1NC(CCC1N1C(C2=CC=C(C=C2C1=O)N1C(CN(CC1C)CC1CCN(CC1)CCOC1=CC=C(C=C1)C(=C(CC)C1=CC=CC=C1)C1=CC=C(C=C1)O)C)=O)=O